2-(4-methoxyphenyl)malonic acid dimethyl ester COC(C(C(=O)OC)C1=CC=C(C=C1)OC)=O